3-hydroxy-3-{(1S)-1-methyl-2-oxo-2-[(4R)-2-oxo-4-(phenylmethyl)-1,3-oxazolidin-3-yl]Ethyl}azetidine-1-carboxylic acid phenylmethyl ester C1(=CC=CC=C1)COC(=O)N1CC(C1)([C@@H](C(N1C(OC[C@H]1CC1=CC=CC=C1)=O)=O)C)O